2',5-dichloro-N-(5-chloro-6-(thiazol-2-yl)pyridin-3-yl)-2,4'-difluoro-[1,1'-biphenyl]-4-Formamide ClC1=C(C=CC(=C1)F)C1=C(C=C(C(=C1)Cl)C(=O)NC=1C=NC(=C(C1)Cl)C=1SC=CN1)F